C(C)(C)(C)N(C(O)=O)[C@@H]1CNCCC1.NC1=NC=C(C2=C1C(=C(N2C)C2=CC=C(C=C2)NC(C=C)=O)Br)C#N N-(4-(4-amino-3-bromo-7-cyano-1-methyl-1H-pyrrolo[3,2-c]pyridin-2-yl)phenyl)acrylamide tert-butyl-(3S)-piperidin-3-ylcarbamate